CC1(C(=O)C(C1=O)(C)C)C 2,2,4,4-TETRAMETHYLCYCLOBUTANEDIONE